1-(2,5-dichlorophenyl)-1H-pyrazole-3-carboxylic acid ClC1=C(C=C(C=C1)Cl)N1N=C(C=C1)C(=O)O